FC(C(=O)O)(F)F.NCCCCCCCCCCOC1=C2C(N(C(C2=CC=C1)=O)C1C(NC(CC1)=O)=O)=O 4-((10-aminodecyl)oxy)-2-(2,6-dioxopiperidin-3-yl)isoindoline-1,3-dione trifluoroacetate